1-[6,7-dideuterio-1,5-dimethyl-3-(4,4,5,5-tetramethyl-1,3,2-dioxaborolan-2-yl)-8-azabicyclo[3.2.1]oct-2-en-8-yl]ethanone [2H]C1C2(CC(=CC(C1[2H])(N2C(C)=O)C)B2OC(C(O2)(C)C)(C)C)C